CC=1N=C2N(N=C(C=C2C)C=2C=C(C=3N(C2)C=C(N3)C3CCN(CC3)C(CC)=O)F)C1 1-[4-[6-(2,8-dimethylimidazo[1,2-b]pyridazin-6-yl)-8-fluoro-imidazo[1,2-a]pyridin-2-yl]-1-piperidinyl]propan-1-one